2,2'-bis(ethoxycarbonylmethoxy)-1,1'-binaphthyl C(C)OC(=O)COC1=C(C2=CC=CC=C2C=C1)C1=C(C=CC2=CC=CC=C12)OCC(=O)OCC